O1COC2=C1C=CC(=C2)C=2C(=C1C(=CN2)N(C=C1)CC1CCN(CC1)C)C1=CC=C(C#N)C=C1 4-(5-(benzo[d][1,3]dioxol-5-yl)-1-((1-methylpiperidin-4-yl)methyl)-1H-pyrrolo[2,3-c]pyridin-4-yl)benzonitrile